CN1N=C(C=C1C)C1=NC=C(C=C1)F (1,5-dimethyl-1H-pyrazol-3-yl)-5-fluoropyridine